methyl 2-(3-aminoprop-1-yn-1-yl)-4-((piperidin-4-ylmethyl)amino)benzoate NCC#CC1=C(C(=O)OC)C=CC(=C1)NCC1CCNCC1